hexahydro-1,2,4-triazine N1NCNCC1